C(C)(C)OC(=O)[C@@H]1C[C@H](CCC1)OC=1C(=NC(=CC1)Cl)C(F)F |r| (+/-)-(1S,3S)-3-((6-chloro-2-(difluoromethyl)pyridin-3-yl)oxy)cyclohexane-1-carboxylic acid isopropyl ester